2-(6-(methyl-(2,2,6,6-tetra-methylpiperidin-4-yl)amino)-pyridazin-3-yl)phenol CN(C1=CC=C(N=N1)C1=C(C=CC=C1)O)C1CC(NC(C1)(C)C)(C)C